N-(4-(1-cyanocyclopentyl)phenyl)-2-((1-(methylsulfonyl)piperidin-4-yl)amino)nicotinamide C(#N)C1(CCCC1)C1=CC=C(C=C1)NC(C1=C(N=CC=C1)NC1CCN(CC1)S(=O)(=O)C)=O